5-(morpholine-4-carbonyl)benzonitrile N1(CCOCC1)C(=O)C=1C=CC=C(C#N)C1